6-(3-((4-(5-(tert-butyl)-1,2,4-oxadiazol-3-yl)-3-methylpiperazin-1-yl)methyl)-5-chloro-2-(trifluoromethyl)phenyl)-2-methyl-7,8-dihydropyrido[4,3-d]pyrimidin-5(6H)-one C(C)(C)(C)C1=NC(=NO1)N1C(CN(CC1)CC=1C(=C(C=C(C1)Cl)N1C(C2=C(N=C(N=C2)C)CC1)=O)C(F)(F)F)C